O.NO hydroxylamine, hydrate